6-azaspiro[3.5]nonan-2-one hydrochloride Cl.C1C(CC12CNCCC2)=O